CN1CC(=CC=C1)C=1C=NC(=CC1)N[C@@H]1C[C@H](CC1)NC1=NOC(=N1)C 1-methyl-6'-(((1S,3S)-3-((5-methyl-1,2,4-oxadiazol-3-yl)amino)cyclopentyl)amino)-[3,3'-bipyridin]